COC=1C(C2=C(C=CC=C2C(C1)=O)C)=O 2-Methoxy-8-methyl-1,4-naphthalindione